1-(6-(2-cyanoprop-2-yl)pyridin-3-yl)-3-(prop-2-yn-1-yl)urea C(#N)C(C)(C)C1=CC=C(C=N1)NC(=O)NCC#C